(S)-1-(difluoromethyl)-4-fluoro-N'-((1,2,3,5,6,7-hexahydro-s-indacen-4-yl)carbamoyl)-N-((S)-1-(4-methoxyphenyl)ethyl)-1H-pyrazole-3-sulfonimidamide FC(N1N=C(C(=C1)F)[S@@](=O)(N[C@@H](C)C1=CC=C(C=C1)OC)=NC(NC1=C2CCCC2=CC=2CCCC12)=O)F